Ethyl 2-((1R,3R)-3-((2S,3S)-2-azido-3-methylpentanamido)-4-methyl-1-((triethylsilyl)oxy)pentyl)thiazole-4-carboxylate N(=[N+]=[N-])[C@H](C(=O)N[C@H](C[C@@H](O[Si](CC)(CC)CC)C=1SC=C(N1)C(=O)OCC)C(C)C)[C@H](CC)C